C(CCCCCCC\C=C/C\C=C/CCCCC)(=O)OCC(COC(\C=C(\CCCCC)/CCCC)=O)COC(=O)OCCCN(C)C 3-(((E)-3-butyloct-2-enoyl)oxy)-2-((((3-(dimethylamino)propoxy)carbonyl)oxy)methyl)propyl (9Z,12Z)-octadeca-9,12-dienoate